(R)-3-((6-(1H-imidazol-1-yl)pyridin-3-yl)oxy)-2-hydroxypropionic acid tert-butyl ester C(C)(C)(C)OC([C@@H](COC=1C=NC(=CC1)N1C=NC=C1)O)=O